Cl[Sb-](Cl)(Cl)(Cl)(Cl)Cl.C[N+](=C)C N,N-dimethyl-methaniminium hexachloroantimonate